tert-butyl 4-(5-fluoroindolin-4-yl)piperazine-1-carboxylate FC=1C(=C2CCNC2=CC1)N1CCN(CC1)C(=O)OC(C)(C)C